4-xylenecarboxylate C1(CC=C(C=C1)C)(C)C(=O)[O-]